1-(4-(4-(benzo[d]oxazol-2-yl-thio)butoxy)phenyl)-3-(3-bromophenyl)-2-propen-1-one O1C(=NC2=C1C=CC=C2)SCCCCOC2=CC=C(C=C2)C(C=CC2=CC(=CC=C2)Br)=O